(7R)-2-[4-(2-methoxyphenoxy)phenyl]-7-(piperazin-1-yl)-4,5,6,7-tetrahydro-2H-pyrazolo[4,3-b]pyridine-3-carboxamide COC1=C(OC2=CC=C(C=C2)N2N=C3C(NCC[C@H]3N3CCNCC3)=C2C(=O)N)C=CC=C1